C(C)(C)(C)OC(=O)N1CCOCC12CCN(CC2)CC2=CC=CC=C2 9-benzyl-4-oxa-1,9-diazaspiro[5.5]undecane-1-carboxylic acid tert-butyl ester